COC1=NC=CC(=C1)CNC(=O)N[C@H]1[C@@H]2CC[C@H](C1)C2 |r| 1-[(2-methoxypyridin-4-yl)methyl]-3-[rac-(1R,2R,4S)-2-bicyclo[2.2.1]heptanyl]urea